OC1=C(C=CC(=C1)C(F)(F)F)C1=C(C=C(N=N1)N[C@H]1CN(CCC1)CC(=O)N1CCC2(CC1)CCNCC2)C (R)-2-(3-((6-(2-hydroxy-4-(trifluoromethyl)phenyl)-5-methylpyridazin-3-yl)amino)piperidin-1-yl)-1-(3,9-diazaspiro[5.5]undecan-3-yl)ethan-1-one